methylpyrrolidine-3-carboxylic acid methyl ester COC(=O)C1CN(CC1)C